(S)-2-(((benzyloxy)carbonyl)amino)-2-(4-hydroxy-3-iodophenyl)acetic acid C(C1=CC=CC=C1)OC(=O)N[C@H](C(=O)O)C1=CC(=C(C=C1)O)I